C(=O)O.CN1CC(CCC1)(C)COC=1C2=C(N(N1)C=1C=NC(=C(C1)C)OC)CCOCC2 3-((1,3-Dimethylpiperidin-3-yl)methoxy)-1-(6-methoxy-5-methylpyridin-3-yl)-4,5,7,8-tetrahydro-1H-oxepino[4,5-c]pyrazole, Formate salt